3,5-difluoro-4-hydroxy-N-({(1r,4r)-4-[5-(pyridin-3-yl)-2H-pyrazolo[3,4-c]pyridin-2-yl]cyclohexyl}methyl)benzamide FC=1C=C(C(=O)NCC2CCC(CC2)N2N=C3C=NC(=CC3=C2)C=2C=NC=CC2)C=C(C1O)F